4-amino-N-((3R)-6-bromo-2,3-dihydrofuro[3,2-b]pyridin-3-yl)-N-methyl-1,3-dihydrofuro[3,4-c][1,7]naphthyridine-8-carboxamide NC1=NC=2C=NC(=CC2C2=C1COC2)C(=O)N(C)[C@H]2COC=1C2=NC=C(C1)Br